C(=O)[O-].C1(=CC=CC=C1)C(C(=O)OC1CC2CCC(C1)[N+]21CCCC1)(OC(C)OC(CC)=O)C1=CC=CC=C1 3-(2,2-Diphenyl-2-(1-(propionyloxy)ethoxy)acetoxy)spiro[bicyclo[3.2.1]octane-8,1'-pyrrolidin]-8-ium formate